benzyl-methylisothiourea C(C1=CC=CC=C1)N(C(S)=N)C